heptadecan-9-yl 8-((3-((2-methoxy-2-oxoethyl)sulfonamido)propyl)(8-oxo-8-(undecan-3-yloxy)octyl)amino)octanoate COC(CS(=O)(=O)NCCCN(CCCCCCCC(=O)OC(CCCCCCCC)CCCCCCCC)CCCCCCCC(OC(CC)CCCCCCCC)=O)=O